FC(O[C@@H]1C[C@@H](CCC1)NC(CN1C=NC2=C(C1=O)N(N=C2NC2=CC=C(C=C2)C(F)(F)F)C)=O)F N-((1R,3S)-3-(difluoromethoxy)cyclohexyl)-2-(1-methyl-7-oxo-3-((4-(trifluoromethyl)phenyl)amino)-1,7-dihydro-6H-pyrazolo[4,3-d]pyrimidin-6-yl)acetamide